2,3,5,6-tetrafluorophenyl N2-(((9H-fluoren-9-yl)methoxy)carbonyl)-N5-(2-(2-methoxyethoxy)ethyl)-L-glutaminate C1=CC=CC=2C3=CC=CC=C3C(C12)COC(=O)N[C@@H](CCC(NCCOCCOC)=O)C(=O)OC1=C(C(=CC(=C1F)F)F)F